BrC=1C=C(C=C2CCCN(C12)[C@H]1C[C@H](N(C1)C(=O)OC(C)(C)C)CO[Si](C)(C)C(C)(C)C)Cl (2S,4S)-tert-butyl 4-(8-bromo-6-chloro-3,4-dihydroquinolin-1(2H)-yl)-2-(((tert-butyldimethylsilyl)oxy)methyl)pyrrolidine-1-carboxylate